1-chloro-3-(5-(difluoromethyl)-1,3,4-thiadiazol-2-yl)-8-(4-(1-hydroxyethyl)piperidin-1-yl)-N-(1-methylcyclopropyl)imidazo[1,5-a]pyridine-6-sulfonamide ClC=1N=C(N2C1C(=CC(=C2)S(=O)(=O)NC2(CC2)C)N2CCC(CC2)C(C)O)C=2SC(=NN2)C(F)F